(2-(4-(2-bromophenyl)piperazin-1-yl)-2-oxoethyl)-5-chloro-1H-indole-2-carboxylic acid BrC1=C(C=CC=C1)N1CCN(CC1)C(CN1C(=CC2=CC(=CC=C12)Cl)C(=O)O)=O